fluoro-1,3-dioxacyclopentane FC1OCCO1